ClC1=CC(=C(S1)C1=CC=C(C(=N1)C)O[C@@H]1C[C@H](CCC1)C(=O)OC)COC(N(C)CCCCO)=O methyl (1S,3S)-3-((6-(5-chloro-3-((((4-hydroxybutyl)(methyl)carbamoyl)oxy)methyl)thiophen-2-yl)-2-methylpyridin-3-yl)oxy)cyclohexane-1-carboxylate